N1N=CC=C1C(=O)OC(C)(C)C tert-butyl 1H-pyrazole-5-carboxylate